5-difluoromethoxy-2-[(3,4-dimethoxy-2-pyridinyl)methyl]sulfinyl-1H-benzimidazole (R)-3-methyloctahydro-2H-pyrazino[1,2-a]pyrazine-2-carboxylate C[C@H]1N(CC2N(C1)CCNC2)C(=O)O.FC(OC2=CC1=C(NC(=N1)S(=O)CC1=NC=CC(=C1OC)OC)C=C2)F